C(C(C)C)C(C(=O)OCCC)C(C(=O)OCCC)CC(C)C Dipropyl 2,3-diisobutylsuccinate